NC=1C(=NC(=C(N1)F)C1=CC(=C(C=C1)S(=O)(=O)C(C)C)CN(C)C)C=1C=C2C(=CNC(C2=CC1)=O)F 6-(3-amino-6-(3-((dimethylamino)methyl)-4-(isopropylsulfonyl)phenyl)-5-fluoropyrazin-2-yl)-4-fluoroisoquinolin-1(2H)-one